1-allyl-2,4-dinitrobenzene C(C=C)C1=C(C=C(C=C1)[N+](=O)[O-])[N+](=O)[O-]